CSC1=NN=C(S1)NC 5-(methylthio)-N-methyl-1,3,4-thiadiazol-2-amine